2-fluoro-8-phenyl-6-azaspiro[3.4]octane hydrochloride Cl.FC1CC2(C1)CNCC2C2=CC=CC=C2